C(C)(C)(C)[O-] t-butanolate